ClC1=C(C=2C(=NC=C3C2N(C(N3C)=O)C3CCC2(CN(C2)S(=O)(=O)C)CC3)N1COCC[Si](C)(C)C)C1=CC=C(C#N)C=C1 4-(7-Chloro-3-methyl-1-(2-(methylsulfonyl)-2-azaspiro[3.5]nonan-7-yl)-2-oxo-6-((2-(trimethylsilyl)ethoxy)methyl)-1,2,3,6-tetrahydroimidazo[4,5-d]pyrrolo[2,3-b]pyridin-8-yl)benzonitrile